1-(3-((5-amino-6-chloropyrimidin-4-yl)amino)-4-(4-methylpiperazin-1-yl)phenyl)-N-(2-(dimethylamino)ethyl)-1H-1,2,3-triazole-4-carboxamide NC=1C(=NC=NC1Cl)NC=1C=C(C=CC1N1CCN(CC1)C)N1N=NC(=C1)C(=O)NCCN(C)C